4-(5-(azetidin-1-yl)-1H-benzo[d]imidazol-2-yl)-5-fluoro-2-hydroxybenzoic acid N1(CCC1)C1=CC2=C(NC(=N2)C2=CC(=C(C(=O)O)C=C2F)O)C=C1